7-(Cyclohexylmethyl)-2-methoxy-5,6,7,8-tetrahydro-1,6-naphthyridin-5-one C1(CCCCC1)CC1NC(C=2C=CC(=NC2C1)OC)=O